NC(C(=O)O)CCC(=O)N 2,5-diamino-5-oxopentanoic acid